1-fluoro-2-(2-(2-(2-fluoroethoxy)ethoxy)ethoxy)ethane FCCOCCOCCOCCF